[K].COCCOCCO diethylene glycol methyl ether, potassium salt